C(C)(C)C1=C(C=C(C=C1)OC)NC(=S)NN=CC1=CC=C(C=C1)N1N=C(C2=C1CCOC2)C(=O)OC methyl 1-[4-[[(2-isopropyl-5-methoxyphenyl)carbamothioylhydrazono]methyl]phenyl]-6,7-dihydro-4H-pyrano[4,3-c]pyrazole-3-carboxylate